COC(=O)C1=C(NC(=CC1=O)C1=C(C(=NC=C1OC1=C(C=C(C=C1)OC(F)(F)F)OC)C(F)(F)F)C)C 6-[5-[2-Methoxy-4-(trifluoromethoxy)phenoxy]-3-methyl-2-(trifluoromethyl)-4-pyridinyl]-2-methyl-4-oxo-1H-pyridine-3-carboxylic acid methyl ester